3-[4-(aminomethyl)phenyl]-8-[[5-cyclopropyl-2-ethoxy-4-(4-fluorophenyl)phenyl]methyl]-1-oxa-3,8-diazaspiro[4.5]decan-2-one NCC1=CC=C(C=C1)N1C(OC2(C1)CCN(CC2)CC2=C(C=C(C(=C2)C2CC2)C2=CC=C(C=C2)F)OCC)=O